(S)-6-((4-((2-hydroxy-1-phenylethyl)amino)-5-(1,2,4-oxadiazol-5-yl)pyridin-2-yl)amino)-1-isopropyl-1,2-dihydro-3H-pyrazolo[3,4-b]pyridin-3-one OC[C@H](C1=CC=CC=C1)NC1=CC(=NC=C1C1=NC=NO1)NC1=CC=C2C(=N1)N(NC2=O)C(C)C